C(C)(C)(C)OC(=O)N1CCN(CC1)C=1C(C=2C(=NC=C(N2)Br)NC1CC)=O.BrC1=C(C=CC=2OCOC21)F 4-bromo-5-fluoro-1,3-benzodioxole tert-butyl-4-(2-bromo-6-ethyl-8-oxo-5,8-dihydropyrido[2,3-b]pyrazin-7-yl)piperazine-1-carboxylate